C(C)(C)(C)OC(N(CC1=CC=C(C=C1)N1C(=NC=C1)C)C1=CC(=NC=2N1N=CC2C2CC2)Cl)=O (5-chloro-3-cyclopropylpyrazolo[1,5-a]pyrimidin-7-yl)(4-(2-methyl-1H-imidazol-1-yl)benzyl)carbamic acid tert-butyl ester